tert-butyl 2-formylazetidine-1-carboxylate C(=O)C1N(CC1)C(=O)OC(C)(C)C